FC1=C(C=C(C=C1)C(F)(F)F)N=C=O 2-fluoro-5-(trifluoromethyl)phenyl isocyanate